(3,5-difluoroanilino)-N-(7,7-dimethyl-2-oxabicyclo[3.2.0]heptan-6-yl)-3-methoxy-pyridine-2-carboxamide FC=1C=C(NC2=C(C(=NC=C2)C(=O)NC2C3CCOC3C2(C)C)OC)C=C(C1)F